6-chloro-3-(chloromethyl)pyridine-2-carbonitrile ClC1=CC=C(C(=N1)C#N)CCl